methamidosodium C(=O)N[Na]